N-(4-morpholinylphenyl)-[2,4'-bithiazole]-2'-amine N1(CCOCC1)C1=CC=C(C=C1)NC=1SC=C(N1)C=1SC=CN1